Cl.FC(OC=1C(=NC(=NC1C)N[C@@H]1C[C@H](CC1)N)C)F (1S,3S)-N1-(5-(difluoromethoxy)-4,6-dimethylpyrimidin-2-yl)cyclopentane-1,3-diamine hydrochloride